cis-5-(4-(methoxycarbonyl)phenyl)-1,3,3-trimethylcyclohexane-1-carboxylic acid COC(=O)C1=CC=C(C=C1)[C@@H]1CC(C[C@@](C1)(C(=O)O)C)(C)C